4-(tert-butyl)-N-(p-tolyl)aniline C(C)(C)(C)C1=CC=C(NC2=CC=C(C=C2)C)C=C1